C1(=CC=CC=C1)N(C=1C=CC=2N(C3=CC=CC=C3C2C1)C1=NC(=C(C(=C1N1C2=CC=C(C=C2C=2C=C(C=CC12)C)C)C1=NC=CC=C1)N1C2=CC=C(C=C2C=2C=C(C=CC12)C)C)N1C2=CC=C(C=C2C=2C=C(C=CC12)C)C)C1=CC=CC=C1 N,N-diphenyl-9-(3',5',6'-tris(3,6-dimethyl-9H-carbazol-9-yl)-[2,4'-bipyridin]-2'-yl)-9H-carbazol-3-amine